C(CCCCCCCCCCCCCC)(=O)NCC(=O)NCC(=O)OC(C)(C)C tert-butyl pentadecanoylglycylglycinate